OP(O)OP(O)O.C(CCCCCCCCCCCC)CCCC(C1=C(C=C(C(=C1)C(C)(C)C)O)C)C1=C(C=C(C(=C1)C(C)(C)C)O)C (tridecyl)4,4'-butylidenebis(3-methyl-6-tert-butylphenol) diphosphite